NCCOCCOCCOC 3,6,9-trioxa-1-aminodecane